2-amino-1-(2-chloro-5-methoxyphenyl)ethan-1-one hydrochloride Cl.NCC(=O)C1=C(C=CC(=C1)OC)Cl